ClC1=CC=C2C(=N1)C(NC21CCN(CC1)C(=O)OC(C)(C)C)=O tert-butyl 2'-chloro-7'-oxo-6',7'-dihydrospiro[piperidine-4,5'-pyrrolo[3,4-b]pyridine]-1-carboxylate